4-(2-(4-((1H-imidazol-1-yl)methyl)-1H-1,2,3-triazol-1-yl)ethyl)aniline dimethyl-hydroxybenzene-1,3-dioate CC1=CC(=C(C(=C1C(=O)O)O)C(=O)O)C.N1(C=NC=C1)CC=1N=NN(C1)CCC1=CC=C(N)C=C1